C(C)(=O)O[C@H]1C[C@@H](CC1)N1C(=NC2=C1C=CC(=C2)C=2C(=NOC2C)C)[C@H]2N(C(CC2)=O)C2=CC(=C(C=C2)F)F (1R,3R)-3-(2-((S)-1-(3,4-difluorophenyl)-5-oxopyrrolidin-2-yl)-5-(3,5-dimethylisoxazol-4-yl)-1H-benzo[d]imidazol-1-yl)cyclopentyl acetate